N-((1r,3r)-3-((5-([1,2,4]triazolo[1,5-a]pyridin-7-yl)-4-methoxy-7H-pyrrolo[2,3-d]pyrimidin-2-yl)amino)-1-methylcyclobutyl)propionamide N=1C=NN2C1C=C(C=C2)C2=CNC=1N=C(N=C(C12)OC)NC1CC(C1)(C)NC(CC)=O